(1s,5s)-9-(4,4-diethoxybutyl)-9-borabicyclo[3.3.1]nonane C(C)OC(CCCB1C2CCCC1CCC2)OCC